C(C(C)C)OC(=O)N1C(C=CC2=CC=CC=C12)OCC(C)C N-isobutoxy-carbonyl-2-isobutoxy-1,2-dihydroquinoline